(4-Aminophenyl)(phenyl)methanone [(4-aminophenyl)(phenyl)methylene] hydrazone NC1=CC=C(C=C1)C(C1=CC=CC=C1)=NN=C(C1=CC=CC=C1)C1=CC=C(C=C1)N